N1(CCNCCC1)C1=CC=C(C=N1)OC=1C=C(C=C(C1)C1=CC(=CC(=C1)Cl)Cl)CNC 1-(5-((6-(1,4-diazepan-1-yl)pyridin-3-yl)oxy)-3',5'-dichloro-[1,1'-biphenyl]-3-yl)-N-methylmethanamine